N-(4-chloro-2-(pyridin-3-yl)thiazol-5-yl)-N-ethyl-3-(methylthio)propanamide ClC=1N=C(SC1N(C(CCSC)=O)CC)C=1C=NC=CC1